FC1=C(C(=C2C=CNC2=C1F)SC)OC1=CC(=C(C=C1)F)C=1NC=C(N1)C1(CCOC2=C(C=CC=C12)\C=C\S(=O)(=O)C)C 6,7-difluoro-5-[4-fluoro-3-[4-[4-methyl-8-[(E)-2-methylsulfonylvinyl]chroman-4-yl]-1H-imidazol-2-yl]phenoxy]-4-methylsulfanyl-1H-indole